tert-Butyl 4-(4-((4-(3-(pyridin-3-yl)-1H-pyrazol-4-yl)pyrimidin-2-yl)amino)phenyl)piperidine-1-carboxylate N1=CC(=CC=C1)C1=NNC=C1C1=NC(=NC=C1)NC1=CC=C(C=C1)C1CCN(CC1)C(=O)OC(C)(C)C